N-methyl-3-(3-(4-methyl-1,4-diazepan-1-yl)phenoxy)-3-(thiophen-2-yl)propan-1-amine CNCCC(C=1SC=CC1)OC1=CC(=CC=C1)N1CCN(CCC1)C